C(C1=CC=CC=C1)OC(=O)N1CCC(CC1)OC1CN(C1)C(=O)OC(C)(C)C benzyl-4-([1-[(tert-butoxy)carbonyl]azetidin-3-yl]oxy)piperidine-1-carboxylate